4-(tert-butyl)-1H-imidazole C(C)(C)(C)C=1N=CNC1